BrC1=CC2=C(O[C@H](CN2S(=O)(=O)C2=CC(=CC=C2)C(F)(F)F)CCC(=O)OC)C=C1Cl methyl (S)-3-(6-bromo-7-chloro-4-((3-(trifluoromethyl)phenyl)sulfonyl)-3,4-dihydro-2H-benzo[b][1,4]oxazin-2-yl)propanoate